(2R)-2-{[(tert-butoxy)carbonyl]Amino}-4,4-dimethylpentanoic acid C(C)(C)(C)OC(=O)N[C@@H](C(=O)O)CC(C)(C)C